[Si](C1=CC=CC=C1)(C1=CC=CC=C1)(C(C)(C)C)OC[C@@H](N(C([2H])([2H])[2H])C(=O)C1(CCC(CC1)(F)F)C1=CC=C(C=C1)OC)C(=O)NC1=CC=C2C(=N1)C=CN2C(=O)OC(C)(C)C tert-Butyl 5-({O-[tert-butyl(diphenyl)silyl]-N-{[4,4-difluoro-1-(4-methoxyphenyl)cyclohexyl]carbonyl}-N-(2H3)methyl-D-seryl}amino)-1H-pyrrolo[3,2-b]pyridine-1-carboxylate